ClC=1C=C2C(=NC(=NC2=C(C1C1=C2C=NNC2=CC=C1C)F)OCCN(CC)CC)N1CCN(CC1)C(C=C)=O 1-(4-(6-chloro-2-(2-(diethyl-amino)ethoxy)-8-fluoro-7-(5-methyl-1H-indazol-4-yl)quinazolin-4-yl)piperazin-1-yl)prop-2-en-1-one